CN1C2=C(OC[C@@H](C1=O)NC(=O)C1=NOC(=C1)CC(F)(F)F)C=CC=C2 (S)-N-(5-methyl-4-oxo-2,3,4,5-tetrahydrobenzo[b][1,4]oxazepin-3-yl)-5-(2,2,2-trifluoroethyl)isoxazole-3-carboxamide